C[C@@H]1N([C@@H](CNC1)C)CC(=O)OC(C)(C)C tert-Butyl 2-((2S,6R)-2,6-dimethylpiperazin-1-yl)acetate